FC1=C(C=C(C=C1)F)[C@@H]1N(OCC1)C1=CC(=NC=N1)NC=1C(=CC(=C(C1)NC(C=C)=O)N1CCN(CC1)CCC)OC N-(5-((6-((R)-3-(2,5-difluorophenyl)isoxazolidine-2-yl)pyrimidine-4-yl)amino)-4-methoxy-2-(4-propylpiperazine-1-yl)phenyl)acrylamide